BrC=1C=C2CN(C(C2=C(C1)Cl)=O)C1C(NC(CC1)=O)=O 3-(5-bromo-7-chloro-1-oxoisoindolin-2-yl)piperidine-2,6-dione